3,5-dichloro-4-(3-fluoro-5-(1-methylcyclopropyl)Phenoxy)aniline ClC=1C=C(N)C=C(C1OC1=CC(=CC(=C1)C1(CC1)C)F)Cl